COC1=CC=C(C=C1)CNC([O-])=O [(4-methoxyphenyl)methyl]carbamate